ClC1=C(C=2NC3=CC=CC=C3C2C=C1)C1=CC=CC=C1 chloro-phenylcarbazole